C(C)(C)NC(C)C Di-iso-propylamin